ClC1=CC=CC2=C1C1=C(O2)C=2C=CC=CC2C(=C1)C1=CC=CC=2C3=CC=CC=C3N(C12)C1=CC=CC=C1 1-(7-chloronaphtho[1,2-b]benzofuran-5-yl)-9-phenyl-9H-carbazole